2-((5-bromopyrimidin-2-yl)amino)-4-(((R)-2-methoxypropyl)(4-(5,6,7,8-tetrahydro-1,8-naphthyridin-2-yl)butyl)amino)butanoic acid BrC=1C=NC(=NC1)NC(C(=O)O)CCN(CCCCC1=NC=2NCCCC2C=C1)C[C@@H](C)OC